CS(=O)(=O)O.N1C=NC=C1 imidazole methanesulfonate